C/C(=C/CCC=C)/CCC=C(C)C (Z)-6,10-dimethylundeca-1,5,9-triene